(Z,2E)-5-[1-(4-chloro-2-fluorophenyl)pyrazol-3-yl]oxy-2-methoxyimino-N,3-dimethylpent-3-enamine ClC1=CC(=C(C=C1)N1N=C(C=C1)OC\C=C(/C(/CNC)=N\OC)\C)F